1-(4-((1R,2S)-4,4-difluoro-6-hydroxy-2-phenyl-1,2,3,4-tetrahydronaphthalene-1-yl)phenyl)piperidine-4-carbaldehyde FC1(C[C@@H]([C@@H](C2=CC=C(C=C12)O)C1=CC=C(C=C1)N1CCC(CC1)C=O)C1=CC=CC=C1)F